C(C)OC(=C)C1=C(C(=NC=C1)CC#N)F 2-(4-(1-ethoxyvinyl)-3-fluoropyridin-2-yl)acetonitrile